N-(4-bromopyridin-2-yl)-3-[(4-cyclopropylpiperazin-1-yl)methyl]bicyclo[1.1.1]pentane-1-carboxamide BrC1=CC(=NC=C1)NC(=O)C12CC(C1)(C2)CN2CCN(CC2)C2CC2